[Si](C)(C)(C(C)(C)C)OCCC[C@@H](C)OC1=NC(=CC=C1S(=O)(=O)N1[C@@H](C[C@@H](C1)OC)C(=O)O)C (2S,4S)-1-((2-(((R)-5-((tert-Butyldimethylsilyl)oxy)pentan-2-yl)oxy)-6-methylpyridin-3-yl)sulfonyl)-4-methoxypyrrolidine-2-carboxylic acid